ClC1=NN(C=C1C(=O)N1CCCC12CCN(CC2)C(=O)OC(C(F)(F)F)C(F)(F)F)C 1,1,1,3,3,3-Hexafluoropropan-2-yl 1-(3-chloro-1-methyl-1H-pyrazole-4-carbonyl)-1,8-diazaspiro[4.5]decane-8-carboxylate